C(C)(C)(C)N(C(O)=O)CCCCOC1=CC=C(C=C1)CN1C(=C(C2=CC(=CC=C12)O)C)C1=CC=C(C=C1)O.C(#N)N1C[C@H](CC1)CC(=O)NC1=CC(=NO1)C1=CC(=CC=C1)OC (R)-2-(1-Cyanopyrrolidin-3-yl)-N-(3-(3-methoxyphenyl)isoOxazol-5-yl)acetamide tert-Butyl-(4-(4-((5-hydroxy-2-(4-hydroxyphenyl)-3-methyl-1H-indol-1-yl)methyl)phenoxy)butyl)carbamate